C(#C)C1(CCN(CC1)C(=O)OC(C)(C)C)O tert-butyl 4-ethynyl-4-hydroxypiperidine-1-carboxylate